N-[4-(1-{[2-(methylsulfanyl)pyridin-3-yl]carbonyl}piperidin-4-yl)butyl]imidazo[1,2-a]pyridine-6-carboxamide CSC1=NC=CC=C1C(=O)N1CCC(CC1)CCCCNC(=O)C=1C=CC=2N(C1)C=CN2